COC=1C(=CC2=C(N=C(S2)/C=C/C=C/C=2C=CC(=NC2)NCCCO)C1)OC 3-(5-((1E,3E)-4-(5,6-dimethoxybenzo[d]thiazole-2-yl)buta-1,3-dienyl)pyridine-2-ylamino)propan-1-ol